3-((3-exo)-3-((6-methyl-2-((5-methyl-1H-pyrazol-3-yl)amino)-7H-pyrrolo[2,3-d]pyrimidin-4-yl)amino)-8-azabicyclo[3.2.1]octan-8-yl)propionitrile CC1=CC2=C(N=C(N=C2NC2CC3CCC(C2)N3CCC#N)NC3=NNC(=C3)C)N1